2-(2-methoxyethoxy)ethyl (S)-(4-(5-(3-aminopyrrolidine-1-carbonyl)-4-methylthiophen-2-yl)benzyl)(methyl)carbamate N[C@@H]1CN(CC1)C(=O)C1=C(C=C(S1)C1=CC=C(CN(C(OCCOCCOC)=O)C)C=C1)C